4-[4-methyl-2-(methylamino)thiazol-5-yl]-2-[(3-acetyl-4-methyl-2-oxo-2H-benzopyran-7-yl)amino]pyrimidine-5-carbonitrile CC=1N=C(SC1C1=NC(=NC=C1C#N)NC1=CC2=C(C(=C(C(O2)=O)C(C)=O)C)C=C1)NC